COC=1C=C(C=C2C(=NC=NC12)NCC=1N=NC(=CC1)C)C1=NC=C(C(=O)N)C=C1 6-(8-Methoxy-4-(((6-methylpyridazin-3-yl)methyl)amino)quinazolin-6-yl)nicotinamide